2-(5-bromo-3-ethylsulfonyl-2-pyridyl)-6-cyclopropyl-7-(trifluoro-methyl)imidazo[1,2-c]pyrimidin-5-one BrC=1C=C(C(=NC1)C=1N=C2N(C(N(C(=C2)C(F)(F)F)C2CC2)=O)C1)S(=O)(=O)CC